FC=1C(=CC(=NC1C1=CC=C(C=C1)F)C1(OCCC1C)CC1=C(N=NC2=C(C=C(C=C12)C(=O)N)OC)C)C(C)(C)O ((2-(5-fluoro-6-(4-fluorophenyl)-4-(2-hydroxypropan-2-yl)pyridin-2-yl)-3-methyl-tetrahydrofuran-2-yl)methyl)-8-methoxy-3-methylcinnoline-6-carboxamide